C(C1=CC=CC=C1)C1CN(CC1)C(CCC=1C(=NN(C1C(F)(F)F)C=1C=CC=2N(N1)C(=NN2)C)C)=O 1-(3-benzylpyrrolidin-1-yl)-3-(3-methyl-1-(3-methyl-[1,2,4]triazolo[4,3-b]pyridazin-6-yl)-5-(trifluoromethyl)-1H-pyrazol-4-yl)propan-1-one